(4-amino-1-methylimidazo[1,5-a]pyrido[3,4-e]pyrazin-8-yl)((2S,6R)-8-fluoro-9-(trifluoromethyl)-3,4-dihydro-2H-2,6-methanobenzo[b][1,5]oxazocin-5(6H)-yl)methanone NC=1C=2N(C3=C(N1)C=NC(=C3)C(=O)N3[C@H]1C4=C(O[C@@H](CC3)C1)C=C(C(=C4)F)C(F)(F)F)C(=NC2)C